C(C=C)OC1(C(C=CC(C=O)=C1)C=O)OCC=C 5,5-bis(allyloxy)terephthalaldehyde